tert-butyl 4-(5-(4-methoxypiperidin-1-yl)-6-((6-(1-methyl-1H-pyrazol-4-yl)pyridin-2-yl)carbamoyl)oxazolo[4,5-b]pyridin-2-yl)piperazine-1-carboxylate COC1CCN(CC1)C1=C(C=C2C(=N1)N=C(O2)N2CCN(CC2)C(=O)OC(C)(C)C)C(NC2=NC(=CC=C2)C=2C=NN(C2)C)=O